(2R,5S)-5-methyl-2-(2-naphthyl)piperidine C[C@H]1CC[C@@H](NC1)C1=CC2=CC=CC=C2C=C1